ClCCC(=C(C1=CC=CC=C1)C1=CC=C(OCCN2CCC(CC2)CN2C3CN(C(C2)C3)C=3C=C2CN(CC2=CC3)C3C(NC(CC3)=O)=O)C=C1)C1=CC=CC=C1 5-(5-((1-(2-(4-(4-chloro-1,2-diphenylbut-1-en-1-yl)phenoxy)ethyl)piperidin-4-yl)methyl)-2,5-diazabicyclo[2.2.1]heptane-2-yl)-2-(2,6-dioxopiperidin-3-yl)isoindoline